C1(CCC1)C1=NN(C=N1)C1CC2(CN(C2)C(=O)N2CC3(C2)CC(C3)CC3=C(C=C(C=C3)F)F)C1 [6-(3-cyclobutyl-1,2,4-triazol-1-yl)-2-azaspiro[3.3]heptan-2-yl]-[6-[(2,4-difluorophenyl)methyl]-2-azaspiro[3.3]heptan-2-yl]methanone